methyl 2-(6-bromo-1-(cyclopropylmethyl)-1H-indol-2-yl)-7-methoxy-1-methyl-1H-benzo[d]imidazole-5-carboxylate BrC1=CC=C2C=C(N(C2=C1)CC1CC1)C1=NC2=C(N1C)C(=CC(=C2)C(=O)OC)OC